3-[(2R,3R)-3-methoxy-2-[[6-oxo-5-(trifluoromethyl)-1,6-dihydropyridazin-4-yl]amino]butoxy]propanoic acid CO[C@@H]([C@@H](COCCC(=O)O)NC=1C=NNC(C1C(F)(F)F)=O)C